N-(4-methylcyclohexyl)-4-(4-(trifluoromethyl)piperidin-1-yl)aniline CC1CCC(CC1)NC1=CC=C(C=C1)N1CCC(CC1)C(F)(F)F